C(C)(C)(C)OC(=O)N1CC2(C1)CCC(CC2)OC2=NC(=C(C=C2)C(F)F)CC 7-((5-(difluoromethyl)-6-ethylpyridin-2-yl)oxy)-2-azaspiro[3.5]Nonane-2-carboxylic acid tert-butyl ester